4-(2-((8-(((1,1,1,3,3,3-hexafluoropropan-2-yl)oxy)carbonyl)-1,8-diazaspiro[4.5]decan-1-yl)methyl)-5-(trifluoromethyl)phenyl)morpholine-2-carboxylic acid FC(C(C(F)(F)F)OC(=O)N1CCC2(CCCN2CC2=C(C=C(C=C2)C(F)(F)F)N2CC(OCC2)C(=O)O)CC1)(F)F